ClC=1C=CC2=C(CCC(O2)(C)C)C1 6-Chloro-2,2-dimethyl-3,4-dihydro-2H-1-benzopyran